5-(hydroxymethyl)nicotinic acid ethyl ester C(C)OC(C1=CN=CC(=C1)CO)=O